fluoro-[1,1'-biphenyl]-4-boronic acid FC1=C(C=CC(=C1)B(O)O)C1=CC=CC=C1